C(N)(OC(CCC1=CC=CC=C1)C1=CC(=NC2=CC=CC=C12)N=C(C1=CC=CC=C1)C1=CC=CC=C1)=O benzyl-(1-(2-((diphenylmethylene)amino)quinolin-4-yl)ethyl) carbamate